ClC1=C(C=C(C=C1)F)C1(NC(C=2C1=C(C=C1C(=NN(C21)C)C#N)NC(C2=CC(=CC(=C2)C(F)(F)F)F)=O)=O)O N-(6-(2-chloro-5-fluorophenyl)-3-cyano-6-hydroxy-1-methyl-8-oxo-1,6,7,8-tetrahydropyrrolo[3,4-g]indazol-5-yl)-3-fluoro-5-(trifluoromethyl)benzamide